Hexadecyl-trimethyl-ammonium Bromide [Br-].C(CCCCCCCCCCCCCCC)[N+](C)(C)C